N[C@H]1CC[C@@H](N(C1)C(=O)OC(C)(C)C)C=1OC(=NN1)OCCOC(F)(F)F tert-butyl (2R,5S)-5-amino-2-{5-[2-(trifluoromethoxy)ethoxy]-1,3,4-oxadiazol-2-yl}piperidine-1-carboxylate